(7-octenyl)(8-nonenyl)dichlorosilane C(CCCCCC=C)[Si](Cl)(Cl)CCCCCCCC=C